N1=C(C=CC=C1)C1=NN=C(S1)NC(OC1=CC=CC=C1)=O Phenyl N-[5-(pyridyl)-1,3,4-thiadiazol-2-yl]carbamate